diethyl 5-amino-3-methylthiophene-2,4-dicarboxylate NC1=C(C(=C(S1)C(=O)OCC)C)C(=O)OCC